CC1=NC=C(C=N1)NC1=NC=CC2=CC(=CC=C12)OCC=1C=NC=NC1 N-(2-methylpyrimidin-5-yl)-6-(pyrimidin-5-ylmethoxy)isoquinolin-1-amine